C(C)C1=C(CN2CC(CC2)C(=O)O)C=CC(=C1)C(C)=NOCC1=CC(=C(C=C1)C=1C=NC=NC1)F 1-(2-ethyl-4-(1-(((3-fluoro-4-(pyrimidin-5-yl)benzyl)oxy)imino)ethyl)benzyl)pyrrolidine-3-carboxylic acid